fluoro-3'-methyl-5-(2,4,4-trimethylpentan-2-yl)-[1,1'-biphenyl]-2-ol FC1=C(C(=CC(=C1)C(C)(CC(C)(C)C)C)C1=CC(=CC=C1)C)O